CC1=C2[C@H](C(=O)[C@@]3([C@H](C[C@@H]4[C@]([C@H]3[C@@H]([C@@](C2(C)C)(C[C@@H]1OC(=O)[C@@H]([C@H](C5=CC=CC=C5)N)O)O)OC(=O)C6=CC=CC=C6)(CO4)OC(=O)C)O)C)OC(=O)C The molecule is a taxane diterpenoid that is paclitaxel which is lacking the N-benzoyl group. It is a biosynthetic precursor of paclitaxel. It has a role as a metabolite. It is a primary amino compound, a taxane diterpenoid, a tetracyclic diterpenoid and an acetate ester. It derives from a baccatin III. It is a conjugate base of a 3'-N-debenzoyltaxol(1+).